1-(tertButyl) 2-ethyl 3-methylene-2-(((S)-oxirane-2-yl)methyl)pyrrolidine-1,2-dicarboxylate C=C1C(N(CC1)C(=O)OC(C)(C)C)(C(=O)OCC)C[C@@H]1OC1